FC1=C(C=C2C(=C(CC2=C1)C=O)O[Si](C)(C)C)C 6-fluoro-5-methyl-3-((trimethylsilyl)oxy)-1H-indene-2-carbaldehyde